6-(3-(1,1-difluoroethyl)phenyl)-1H-pyrazolo[4,3-b]pyridine FC(C)(F)C=1C=C(C=CC1)C=1C=C2C(=NC1)C=NN2